((2R,3R,4S,5R)-3,4-dihydroxy-5-(hydroxymethyl)-5-methyltetrahydrofuran-2-yl)-5-fluoropyrimidine-2,4(1H,3H)-dione O[C@H]1[C@@H](O[C@]([C@H]1O)(C)CO)N1C(NC(C(=C1)F)=O)=O